ethyl (3,5-dichloro-4-(2-fluoro-3-(1-(4-fluorophenyl)ethyl)-4-hydroxybenzyl)phenyl)glycinate ClC=1C=C(C=C(C1CC1=C(C(=C(C=C1)O)C(C)C1=CC=C(C=C1)F)F)Cl)NCC(=O)OCC